CN(CCOC(=O)OC(C(=O)OCCCCCCCC(=O)OC\C=C/CCCCCC)CCC(=O)OCCCCCCCC(=O)OC\C=C/CCCCCC)C Bis(8-(((Z)-non-2-en-1-yl)oxy)-8-oxooctyl) 2-(((2-(dimethylamino)ethoxy)carbonyl)oxy)pentanedioate